C1=CC=CC2=CC=CC=C12.[Si] silicon compound with naphthalene